FC1=C(C(=CC=C1)F)C1=N[C@H](C2=NC(C(=CN2C=2SC=3CCCCCC3C12)C)=O)C (8S)-10-(2,6-difluorophenyl)-4,8-dimethyl-19-thia-2,6,9-triazatetracyclo[9.8.0.02,7.012,18]nonadeca-1(11),3,6,9,12(18)-pentaen-5-one